1-benzyl-5-(2-isoindolin-2-yl-2-oxoethyl)pyrrolidin-2-one C(C1=CC=CC=C1)N1C(CCC1CC(=O)N1CC2=CC=CC=C2C1)=O